N1C=C(C2=CC=CC=C12)/C=C/C1=CC(=C(C(O1)=O)O)O (E)-6-(2-(1H-indol-3-yl)vinyl)-3,4-dihydroxy-2H-pyran-2-one